yttrium (III) iodate I(=O)(=O)[O-].[Y+3].I(=O)(=O)[O-].I(=O)(=O)[O-]